FC(S(=O)(=O)N1CCCCC1)(F)F 1-((trifluoromethyl)sulfonyl)piperidine